FC(C)(F)C=1C(=C(C(=O)N(C)OC)C=CC1)F 3-(1,1-difluoroethyl)-2-fluoro-N-methoxy-N-methylbenzamide